O=C1NC(CCC1N1C(C2=CC=C(C=C2C1=O)OCCC1=CN=NN1CCOCCOCCNC([O-])=O)=O)=O [2-[2-[2-[5-[2-[2-(2,6-dioxo-3-piperidyl)-1,3-dioxo-isoindolin-5-yl]oxyethyl] triazol-1-yl]ethoxy]ethoxy]ethyl]carbamate